bis-(1-phenylisoquinoline) iridium (III) acetylacetate C(C)(=O)CC(=O)[O-].[Ir+3].C1(=CC=CC=C1)C1=NC=CC2=CC=CC=C12.C1(=CC=CC=C1)C1=NC=CC2=CC=CC=C12.C(C)(=O)CC(=O)[O-].C(C)(=O)CC(=O)[O-]